6-(3-(1-(2-fluoroacryloyl)azetidin-3-yl)-1-(4-(trifluoromethoxy)phenyl)-1H-pyrazolo[3,4-b]pyridin-4-yl)-2,6-diazaspiro[3.3]heptane-2-carboxylic acid tert-butyl ester C(C)(C)(C)OC(=O)N1CC2(C1)CN(C2)C2=C1C(=NC=C2)N(N=C1C1CN(C1)C(C(=C)F)=O)C1=CC=C(C=C1)OC(F)(F)F